N[C@H]1CN(CCC1)C1=CC=C(N=N1)NC1=CC=C(C=C1)C1=CC2=C(N=CN=C2N2CCOCC2)N1 (R)-6-(3-aminopiperidin-1-yl)-N-(4-(4-morpholino-7H-pyrrolo[2,3-d]pyrimidin-6-yl)phenyl)pyridazin-3-amine